(3-((cyclobutylmethyl)sulfanyl)pyridin-2-yl)methanamine C1(CCC1)CSC=1C(=NC=CC1)CN